[2-chloro-4-[[3-[1-(pyrimidin-5-ylmethyl)-3-(trifluoromethyl)pyrazol-4-yl]imidazo[1,2-a]pyrazin-8-yl]amino]phenyl]-piperazin-1-ylmethanone ClC1=C(C=CC(=C1)NC=1C=2N(C=CN1)C(=CN2)C=2C(=NN(C2)CC=2C=NC=NC2)C(F)(F)F)C(=O)N2CCNCC2